N-((1-(4-(trifluoromethyl)phenyl)-1,2,3,4-tetrahydro-1,5-naphthyridin-3-yl)methyl)acetamide-2,2,2-d3 FC(C1=CC=C(C=C1)N1CC(CC2=NC=CC=C12)CNC(C([2H])([2H])[2H])=O)(F)F